O[C@@H]1[C@H](CCC1)NC1=NC=C2N=C(N(C2=N1)C1CCC(CC1)C(=O)N)NC1=C(C=C(C=C1Cl)Cl)Cl (1R,4s)-4-(2-((1S,2S)-2-hydroxycyclopentylamino)-8-(2,4,6-trichlorophenylamino)-9H-purin-9-yl)cyclohexanecarboxamide